C(C(C)(C)C)(=O)NCCC1=CNC2=CC=CC=C12 N-pivaloyl-tryptamine